5-(1-cyano-2'-oxo-1',4'-dihydro-2'H-spiro[pyrrolidine-3,3'-quinoline]-6'-yl)-N-methylpyridinecarboxamide C(#N)N1CC2(C(NC3=CC=C(C=C3C2)C=2C=CC(=NC2)C(=O)NC)=O)CC1